NC1=C2N=C(N(C2=NC=N1)CCNS(=O)C(C)(C)C)SC1=CC2=C(OCO2)C=C1C=1SC=CN1 N-(2-(6-amino-8-((6-(thiazol-2-yl)benzo[d][1,3]dioxol-5-yl)thio)-9H-purin-9-yl)ethyl)-2-methylpropane-2-sulfinamide